1-(trifluoro-methyl)imidazole-2-carbaldehyde FC(N1C(=NC=C1)C=O)(F)F